(S)-N-((R)-3-(4-hydroxypiperidin-1-yl)-1-(6-(pyridazin-4-yl)pyridin-3-yl)propyl)-7-(1-methylcyclopropyl)-5,6,7,8-tetrahydrothiazolo[5,4-b]quinoline-2-carboxamide OC1CCN(CC1)CC[C@H](C=1C=NC(=CC1)C1=CN=NC=C1)NC(=O)C=1SC2=NC=3CC[C@@H](CC3C=C2N1)C1(CC1)C